C(C)(C)(C)N(C([O-])=O)CCCCN=[N+]=[N-].[N-]=[N+]=[N-].NC(=N)N Guanidine azide Tert-butyl-(4-azidobutyl)carbamate